The molecule is a 3-coumarate that is the conjugate base of trans-3-coumaric acid. It has a role as a human xenobiotic metabolite and a plant metabolite. It is a conjugate base of a trans-3-coumaric acid. C1=CC(=CC(=C1)[O-])/C=C/C(=O)O